(S)-2-(benzylamino)-2-phenylethan-1-ol C(C1=CC=CC=C1)N[C@H](CO)C1=CC=CC=C1